tert-butyl (S)-4-((R)-1-((4-(N,N-diethylsulfamoyl)phenyl)sulfonyl) piperidine-3-carbonyl)-3-methylpiperazine-1-carboxylate C(C)N(S(=O)(=O)C1=CC=C(C=C1)S(=O)(=O)N1C[C@@H](CCC1)C(=O)N1[C@H](CN(CC1)C(=O)OC(C)(C)C)C)CC